Cl.Cl.CC1(NC(CC1)C1(CNCC1)C)C 2,2-dimethyl-5-(3-methylpyrrolidin-3-yl)pyrrolidine dihydrochloride